N=1C=NN2C1C=C(C=C2)OC2=C(C=C(C=C2)NC=2C1=C(N=CN2)C=C(C(=N1)N1CC(N(CCC1)C(=O)[O-])C(=O)OC)Br)C 2-methyl 4-(4-((4-([1,2,4]triazolo[1,5-a]pyridin-7-yloxy)-3-methylphenyl) amino)-7-bromopyrido[3,2-d]pyrimidin-6-yl)-1,4-diazacycloheptane-1,2-dicarboxylate